4-bromo-2-(difluoromethyl)-1-methyl-1H-indole BrC1=C2C=C(N(C2=CC=C1)C)C(F)F